5-(2-(((3R,4R)-3-fluoro-1-(methylsulfonyl)piperidin-4-yl)amino)-5-(trifluoromethyl)-pyrimidin-4-yl)thiophene-3-carboxamide F[C@@H]1CN(CC[C@H]1NC1=NC=C(C(=N1)C1=CC(=CS1)C(=O)N)C(F)(F)F)S(=O)(=O)C